C(CCCCCCCCCCCCC)(=O)[O-].[Sn+4].C(CCCCCCCCCCCCC)(=O)[O-].C(CCCCCCCCCCCCC)(=O)[O-].C(CCCCCCCCCCCCC)(=O)[O-] tin myristate